3-(hydroxymethyl)piperidine-1-carboxylic acid tert-butyl ester C(C)(C)(C)OC(=O)N1CC(CCC1)CO